CC1(NC(CC(C1)NCCCCCCNC1CC(NC(C1)(C)C)(C)C)(C)C)C N,N'-bis(2,2,6,6-tetramethylpiperidin-4-yl)hexane-1,6-di-amine